[Zn].N1C=CC=C1.N1C=CC=C1 (dipyrrole) zinc